5-(1-(tert-butyloxycarbonyl)piperidin-4-yl)-2-(diisopropylcarbamoyl)-6-methoxynicotinic acid ethyl ester C(C)OC(C1=C(N=C(C(=C1)C1CCN(CC1)C(=O)OC(C)(C)C)OC)C(N(C(C)C)C(C)C)=O)=O